C[Si](OC#CC(C)C)(OC#CC(C)C)OC#CC(C)C methyltris(methylbutynyl-oxy)silane